(3-bromo-5-fluoro-4-methoxyphenyl)boronic acid BrC=1C=C(C=C(C1OC)F)B(O)O